FC(OC1=C(C=CC(=C1)OC(F)(F)F)C1=C2C(=C(N=N1)N[C@H]1CN(CCC1)C)C=NC=C2)F 1-[2-(difluoromethoxy)-4-(trifluoromethoxy)phenyl]-N-[(3R)-1-methylpiperidin-3-yl]pyrido[3,4-d]pyridazin-4-amine